tert-butyl 4-[4-methoxy-2-[[(1R)-1-phenylethoxy]carbonylamino] phenyl]piperidine-1-carboxylate COC1=CC(=C(C=C1)C1CCN(CC1)C(=O)OC(C)(C)C)NC(=O)O[C@H](C)C1=CC=CC=C1